NC1=NC=C(C=N1)N1C=C(C=2C1=NC=C(C2)C=2C(=NOC2C)C)C2=C(C=C(C(=O)O)C=C2)OC(F)(F)F 4-(1-(2-aminopyrimidin-5-yl)-5-(3,5-dimethylisoxazol-4-yl)-1H-pyrrolo[2,3-b]pyridin-3-yl)-3-(trifluoromethoxy)benzoic acid